tert-butyl (1S,5R)-8-benzyl-2-(2-oxoethyl)-3,8-diazabicyclo[3.2.1]octane-3-carboxylate C(C1=CC=CC=C1)N1[C@@H]2C(N(C[C@H]1CC2)C(=O)OC(C)(C)C)CC=O